C(C)(=O)N1CC2(C1)CC1(N(C(CN(C1=O)C1=NC=C(C=C1F)Cl)=O)CC1=CC=C(C=C1)C(F)(F)F)C2 2-acetyl-10-(5-chloro-3-fluoropyridin-2-yl)-7-(4-(trifluoromethyl)benzyl)-2,7,10-triazadispiro-[3.1.56.14]dodecane-8,11-dione